N[C@@H](CCCNC(N)=N)C(=O)N[C@@H](CCC(=O)[O-])C(=O)[O-] arginylglutamate